(4-(4-amino-7-(1-isobutyrylpiperidin-4-yl)pyrrolo[2,1-f][1,2,4]triazin-5-yl)phenyl)-6-methyl-5-(1-methyl-1H-pyrazol-3-yl)-2-oxo-2H-[1,3'-bipyridine]-3-carboxamide NC1=NC=NN2C1=C(C=C2C2CCN(CC2)C(C(C)C)=O)C2=CC=C(C=C2)C2=C(C(N(C(=C2C2=NN(C=C2)C)C)C=2C=NC=CC2)=O)C(=O)N